C(C1=CC=CC=C1)N1N=C(C=C1C(F)(F)F)C=1C=C2CN(C(C2=CC1)=O)N1C(CCCC1=O)=O (5-(1-benzyl-5-(trifluoromethyl)-1H-pyrazol-3-yl)-1-oxoisoindolin-2-yl)piperidine-2,6-dione